diethylene glycol mono(2-ethyl-1-hexyloxy) ether C(C)C(COOCCOCCO)CCCC